ClC1=NC(=NC=C1OC1=C(C=C(C(=C1)OC)OC)C(C)C)N 4-chloro-5-(2-isopropyl-4,5-dimethoxyphenoxy)pyrimidin-2-amine